4-(2-((tert-butyldimethylsilyl)oxy)propan-2-yl)-2-chloro-3-fluoro-6-(2-vinyltetrahydro-2H-pyran-2-yl)pyridine [Si](C)(C)(C(C)(C)C)OC(C)(C)C1=C(C(=NC(=C1)C1(OCCCC1)C=C)Cl)F